normalhexyl methacrylate C(C(=C)C)(=O)OCCCCCC